(R)-(6-(4-(2-ethoxyphenyl)piperidin-1-yl)-2-azaspiro[3.4]octan-2-yl)(oxetan-3-yl)methanone C(C)OC1=C(C=CC=C1)C1CCN(CC1)[C@H]1CC2(CN(C2)C(=O)C2COC2)CC1